B(OC)(OC)OC1=C(C=CC=C1C(C)C)C(C)C dimethyl (2,6-diisopropylphenyl) borate